5-bromo-3-methoxy-2-methyl-benzoic acid BrC=1C=C(C(=C(C(=O)O)C1)C)OC